2,5-Cyclohexadiene-1,4-dione C1(C=CC(C=C1)=O)=O